CC=1C(=NNC1N(C(CCC1=CC(=C(C(=C1)F)F)F)=O)C(CCC1=CC(=C(C(=C1)F)F)F)=O)C1=CC=NC=C1 N-(4-Methyl-3-(pyridin-4-yl)-1H-pyrazol-5-yl)-3-(3,4,5-trifluorophenyl)-N-(3-(3,4,5-trifluorophenyl)propanoyl)propanamide